C(C)(C)(C)C1CN(C1)C(=O)O[C@@H]1CC[C@H](CC1)C(N(C[C@@H]1CC[C@H](CC1)C1=NC(=C(C=C1)OC)C)C1=NC=CC(=C1)C=1N=C(OC1)C1CC1)=O trans-4-((4-(2-Cyclopropyloxazol-4-yl) pyridine-2-yl)((trans-4-(5-methoxy-6-methylpyridin-2-yl)cyclohexyl)methyl) carbamoyl)cyclohexyl 3-(tert-butyl)azetidine-1-carboxylate